C(C)(C)(C)OC1=CC=C(C=C1)N1N=C(C(C1=O)C(=O)OC1=CC=C(C=C1)[N+](=O)[O-])C 4-nitrophenyl 1-(4-(tert-butoxy) phenyl)-3-methyl-5-oxo-4,5-dihydro-1H-pyrazole-4-carboxylate